C(CCC)[Sn](CI)(CCCC)CCCC Tributyl-(iodomethyl)stannane